methyl 5-chloro-3-(N-(4-ethoxy-3-methoxyphenyl)sulfamoyl)thiophene-2-carboxylate ClC1=CC(=C(S1)C(=O)OC)S(NC1=CC(=C(C=C1)OCC)OC)(=O)=O